(2R,3R)-tartrate [C@@H]([C@H](C(=O)[O-])O)(C(=O)[O-])O